tert-butyl 6-(4-bromo-3-methyl-5-(1-methyl-6-oxo-1,6-dihydropyridin-2-yl)-1H-pyrazol-1-yl)-2-azaspiro[3.3]heptane-2-carboxylate BrC=1C(=NN(C1C=1N(C(C=CC1)=O)C)C1CC2(CN(C2)C(=O)OC(C)(C)C)C1)C